BrC1=C(C=C(C(=O)OC(C)(C)C)C=C1)C(CBr)=O tert-Butyl 4-bromo-3-(2-bromoacetyl)benzoate